C(C(=C)C)(=O)OCCCOC(CC)C1=CC=CC=C1 3-methacryloxypropoxyphenyl-propane